4-(2-((2-(1H-tetrazol-1-yl)pyridin-4-yl)oxy)ethoxy)-3-fluorobenzonitrile N1(N=NN=C1)C1=NC=CC(=C1)OCCOC1=C(C=C(C#N)C=C1)F